9-vinylanthracene borate B(O)(O)O.C(=C)C=1C2=CC=CC=C2C=C2C=CC=CC12